8-propyl-1-oxa-4-thiaspiro[4.5]decan-2-one C(CC)C1CCC2(SCC(O2)=O)CC1